O[C@@H]([C@@H](C)C=1C=C(C=CC1)N1C(C2=CC=CC(=C2C1)C(F)(F)F)=O)C1=NN=CN1C |r| racemic-2-(3-((1S,2S)-1-hydroxy-1-(4-methyl-4H-1,2,4-triazol-3-yl)propan-2-yl)phenyl)-4-(trifluoromethyl)isoindolin-1-one